CC1(NC(CC(C1)O)(C)C)C 2,2,6,6-tetramethylpiperidin-4-ol